ClC1=CC(=C(O[C@H](C(=O)O)C)C(=C1)F)C1CC1 (2S)-2-(4-chloro-2-cyclopropyl-6-fluorophenoxy)propionic acid